The molecule is a hydrochloride resulting from the formal reaction of equimolar amounts of triprolidine and hydrogen chloride. Its monohydrate is used for the symptomatic relief of uticaria, rhinitis, and various pruritic skin disorders. It has a role as a H1-receptor antagonist. It contains a triprolidine(1+). CC1=CC=C(C=C1)/C(=C\\CN2CCCC2)/C3=CC=CC=N3.Cl